FC(F)(F)C=CC=C (trifluoromethyl)buta-1,3-dien